1-amino-5,5-diacetyl-pentadecane NCCCCC(CCCCCCCCCC)(C(C)=O)C(C)=O